tert-butyl (S)-4-(dimethylamino)-3-((S)-N-methyl-2-((S)-2-(methylamino)propanamido)-3-phenylpropanamido)-4-oxobutanoate CN(C([C@H](CC(=O)OC(C)(C)C)N(C([C@H](CC1=CC=CC=C1)NC([C@H](C)NC)=O)=O)C)=O)C